FC1=C(C(=O)OCOC(N(CC=2SC(=NN2)C)C2=NC(=NC(=C2)OC[C@@H]2[C@H](C2)C2=NC=C(C=C2)C)C)=O)C=CC=C1 ({(2-Methyl-6-{[(1S,2S)-2-(5-methylpyridin-2-yl)cyclopropyl]methoxy} pyrimidin-4-yl)[(5-methyl-1,3,4-thiadiazol-2-yl)methyl]carbamoyl}oxy)methyl 2-fluorobenzoate